7-bromo-2-((S)-3-carboxybutanoyl)-6-methoxy-3,4-dimethylisoindolin BrC=1C(=CC(=C2C(N(CC12)C(C[C@H](C)C(=O)O)=O)C)C)OC